ethyl 2,4-dimethylnicotinate CC1=C(C(=O)OCC)C(=CC=N1)C